diamyl-ammonium naphthalenesulfonate C1(=CC=CC2=CC=CC=C12)S(=O)(=O)[O-].C(CCCC)[NH2+]CCCCC